O=C(CCCCCCCCCCCCCCC)N[C@@H](CC1=CNC=N1)C(=O)N[C@H](CC1=CC=CC=C1)C(=O)N[C@@H](CCCNC(N)=N)C(=O)N N-(1-oxohexadecyl)-L-histidyl-D-phenylalanyl-L-Argininamide